C(C)OC(\C=C(\CC(C)C)/C#N)=O (Z)-3-cyano-5-methylhex-2-enoic acid ethyl ester